2-methyl-4-Oxo-butanoic acid methyl ester COC(C(CC=O)C)=O